S-Tetrazine C1=NN=CN=N1